ClC1=C(C=C(C=C1)CC1=NNC(C2=CC=CC=C12)=O)C1=CC2=C(NC(=N2)NC(OC)=O)C=C1 Methyl (5-(2-chloro-5-((4-oxo-3,4-dihydrophthalazin-1-yl)methyl)phenyl)-1H-benzoimidazol-2-yl)carbamate